N1(C=NC=C1)CCNC(=O)C1=C(C=C2CNN(C2=C1)CC1CCCCC1)OC1=C(C=C(C=C1)F)F N-(2-(1H-imidazol-1-yl)ethyl)-1-(cyclohexylmethyl)-5-(2,4-difluorophenoxy)-2H-indazole-6-carboxamide